FC1=C(C=NNC(N)=N)C=CC(=C1)F 2-(2,4-Difluorobenzylidene)hydrazinecarboximidamide